N1CCC(CC1)C1=CC=2C(=NC=CN2)N(C1=O)CC1=NC=CC=C1C(F)(F)F 7-(piperidin-4-yl)-5-((3-(trifluoromethyl)pyridin-2-yl)methyl)pyrido[2,3-b]pyrazin-6(5H)-one